1-(4-bromophenyl)-4-methyl-piperidin-4-ol BrC1=CC=C(C=C1)N1CCC(CC1)(O)C